COC(=O)[C@@H]1C[C@H](CCC1)OC=1C(=NC(=CC1)C=1N=NN(C1COC(=O)OC1=CC=C(C=C1)[N+](=O)[O-])C)C1CC1 (1S,3S)-methyl-3-((2-cyclopropyl-6-(1-methyl-5-((((4-nitrophenoxy)carbonyl)oxy)methyl)-1H-1,2,3-triazol-4-yl)pyridin-3-yl)oxy)cyclohexanecarboxylate